NCC(C)(C)NCC(=O)N(CC(NC=1SC2=C(N1)C=CC(=C2)OC(F)(F)F)=O)C 2-[(1-Amino-2-methylpropan-2-yl)amino]-N-methyl-N-({[6-(trifluoromethoxy)-1,3-benzothiazol-2-yl]carbamoyl}methyl)acetamide